N1CC1 trans-aziridine